(1-(difluoromethyl)-3,3-dimethoxycyclobutyl)methanol FC(C1(CC(C1)(OC)OC)CO)F